octenamine hydrochloride Cl.C(=CCCCCCC)N